dimethoxytetramethyldisiloxane CO[Si](O[Si](C)(C)C)(C)OC